CNC(=O)C1CCN(CCC1)C(=O)C=1C2=C(N(N1)C1=CSC=C1)C=1C=C(C(=CC1OC2)OC)C=C(C)C 1-[7-methoxy-8-(2-methyl-propenyl)-1-thiophen-3-yl-1,4-dihydro-chromeno[4,3-c]pyrazole-3-carbonyl]-azepane-4-carboxylic acid methylamide